C1(=CC=CC=C1)P(C(C1=C(C=C(C=C1C)C)C)=O)(C(C1=C(C=C(C=C1C)C)C)=O)=O phenyl-bis(2,4,6-trimethyl-benzoyl)-phosphine oxide